tert-butyl 4-[(1S,4S,5R)-5-[[3-(2-chloro-6-methylphenyl)-5-cyclopropyl-1,2-oxazol-4-yl]methoxy]-2-azabicyclo[2.2.1]heptan-2-yl]-3-fluorobenzoate ClC1=C(C(=CC=C1)C)C1=NOC(=C1CO[C@H]1[C@@H]2CN([C@H](C1)C2)C2=C(C=C(C(=O)OC(C)(C)C)C=C2)F)C2CC2